2-((5Z,8Z,11Z,14Z,17Z)-icosa-5,8,11,14,17-pentaenyloxy)-2-methylpropanoic acid C(CCC\C=C/C\C=C/C\C=C/C\C=C/C\C=C/CC)OC(C(=O)O)(C)C